NC1=NC2=C(C=CC=C2C(=N1)C(=O)NCC1=CC=CC=2NCCOC21)F 2-amino-N-(3,4-dihydro-2H-1,4-benzoxazin-8-ylmethyl)-8-fluoro-quinazoline-4-carboxamide